O1CC(C1)N1CCC(CC1)OCC1=CC=C(N)C=C1 4-({[1-(oxetan-3-yl)piperidin-4-yl]oxy}methyl)aniline